5-((4-(1H-1,2,4-triazol-1-yl)phenyl)thio)-1H-benzol N1(N=CN=C1)C1=CC=C(C=C1)SC=1C=CCCC1